FC=1C=C2C(=NC1)C(=CN2C(=O)OC(C)(C)C)CC#N tert-Butyl 6-fluoro-3-(cyanomethyl)-1H-pyrrolo[3,2-b]pyridine-1-carboxylate